CCC(CCCCCCC(CCCCCCCCC)O)O nonadecane-3,10-diol